1-methyl-3-nitro-1H-pyrazole CN1N=C(C=C1)[N+](=O)[O-]